2-Chloro-6-(thiophen-2-ylmethylamino)-9-(tetrahydrofuran-2-yl)purin ClC1=NC(=C2N=CN(C2=N1)C1OCCC1)NCC=1SC=CC1